S(C)(=O)(=O)OC1CC(C1)(C)NC(=O)OC(C)(C)C 3-((tert-Butoxycarbonyl) amino)-3-methylcyclobutyl mesylate